C(#N)C=1C=NN2C1C(=C(C=C2)NC2=CC(=NC=C2C(=O)NC([2H])([2H])[2H])NC2=NC=C(C=C2)F)OC 4-((3-Cyano-4-methoxypyrazolo[1,5-a]pyridin-5-yl)amino)-6-((5-fluoropyridin-2-yl)amino)-N-(methyl-d3)nicotinamide